ClC1=NC(=C2C(=N1)N(N=C2)[C@H]2[C@@H]([C@@H]([C@H](O2)COC(C)(CCO)P(O)(O)=O)O)O)NC2CCCC2 (2-(((2R,3S,4R,5R)-5-(6-chloro-4-(cyclopentylamino)-1H-pyrazolo[3,4-d]pyrimidin-1-yl)-3,4-dihydroxytetrahydrofuran-2-yl)methoxy)-4-hydroxybutan-2-yl)phosphonic acid